O=C1COC2(CN1CCC)CCN(CC2)C(=O)OC(C)(C)C tert-butyl 3-oxo-4-propyl-1-oxa-4,9-diazaspiro[5.5]undecane-9-carboxylate